C1(CC1)CNC(C=1C=CC(=C(C1)NC(=O)C1=CC(=NN1)C(F)(F)F)F)C1=CC=C(C=C1)OC N-(5-(((cyclopropylmethyl)amino)(4-methoxyphenyl)methyl)-2-fluorophenyl)-3-(trifluoromethyl)-1H-pyrazole-5-carboxamide